C(C)(=O)O[C@H]1[C@@H](O[C@@H]([C@H]([C@@H]1OC(C)=O)OC(C)=O)OC(COC1=CC=C(C=C1)\C=C\C(=O)C1=CC=C(C=C1)\N=N\N(C)C)=O)COC(C)=O (2s,3s,4r,5s,6r)-2-(Acetoxymethyl)-6-(2-(4-((e)-3-(4-((e)-3,3-dimethyltriaz-1-en-1-yl)phenyl)-3-oxoprop-1-en-1-yl)phenoxy)acetoxy)tetrahydro-2h-pyran-3,4,5-triyl triacetate